C1(CC1)[C@]1(C(N(C[C@H]1C)C=1C=2N(N=CC1)C=C(C2)C=2C=NN(C2)C)=O)C#N (3R,4S)-3-cyclopropyl-4-methyl-1-(6-(1-methyl-1H-pyrazol-4-yl)pyrrolo[1,2-b]pyridazin-4-yl)-2-oxopyrrolidine-3-carbonitrile